rel-N-(5-((1R,3S)-3-((2,4-dimethylpyridin-3-yl)oxy)cyclopentyl)-1H-pyrazol-3-yl)-3-(methoxymethyl)-1-methyl-1H-pyrazole-5-carboxamide CC1=NC=CC(=C1O[C@@H]1C[C@@H](CC1)C1=CC(=NN1)NC(=O)C1=CC(=NN1C)COC)C |o1:8,10|